CN1CCN(CC1)C1=CC(=CC=C1)C1NCC(CC1)C 1-methyl-4-[3-(5-methyl-2-piperidyl)phenyl]piperazine